CC1=NN(C2=NC=C(C=C21)O)COCC[Si](C)(C)C 3-methyl-1-[[2-(trimethylsilyl)ethoxy]methyl]pyrazolo[3,4-b]pyridin-5-ol